FC(F)SSC methyl (difluoromethyl) disulfide